[Si](C1=CC=CC=C1)(C1=CC=CC=C1)(C(C)(C)C)OCCCCN 4-((tert-butyldiphenylsilyl)oxy)-butan-1-amine